2-p-hydroxycinnamoyl-3,4-dihydroxy-5-(glucosyl)cyclopent-2-enone OC1=CC=C(C=CC(=O)C=2C(C(C(C2O)O)C2[C@H](O)[C@@H](O)[C@H](O)[C@H](O2)CO)=O)C=C1